F[C@H]1C[C@H](N(C1)CC(F)(F)F)CO [(2S,4S)-4-fluoro-1-(2,2,2-trifluoroethyl)pyrrolidin-2-yl]methanol